O[C@@H]1CN(CCCC1)C1=C(C=C(S1)C(=O)NC1=NC2=C(N1C1CCC(CC1)O)C(=CC=C2)C)[N+](=O)[O-] 5-[(3S)-3-hydroxyazepan-1-yl]-N-[1-(4-hydroxycyclohexyl)-7-methyl-benzimidazol-2-yl]-4-nitro-thiophene-2-carboxamide